C(CCCCCCC)SC1=NC(=NC(=N1)NC1=CC(=C(C(=C1)C(C)(C)C)O)C(C)(C)C)NC1=CC(=C(C(=C1)C(C)(C)C)O)C(C)(C)C 2-octylmercapto-4,6-bis(3,5-di-tert-butyl-4-hydroxyanilino)-1,3,5-triazine